(2S)-2-({[(9H-fluoren-9-yl)methoxy]carbonyl}(methyl)amino)-5-[(E)-N'-methyl-N''-[(2,2,4,6,7-pentamethyl-2,3-dihydro-1-benzofuran-5-yl)sulfonyl]carbamimidamido]pentanoic acid C1=CC=CC=2C3=CC=CC=C3C(C12)COC(=O)N([C@H](C(=O)O)CCCN\C(=N\S(=O)(=O)C=1C(=C(C2=C(CC(O2)(C)C)C1C)C)C)\NC)C